3,5-di-tert-butyl-4-hydroxybenzoic acid-2,4-di-tert-butylphenyl ester C(C)(C)(C)C1=C(C=CC(=C1)C(C)(C)C)OC(C1=CC(=C(C(=C1)C(C)(C)C)O)C(C)(C)C)=O